BrC1=CC=C(C=C1)N1C[C@H]2CN(C[C@H]2C1)C(=O)OC(C)(C)C tert-butyl (3aR,6aS)-2-(4-bromophenyl)-1,3,3a,4,6,6a-hexahydropyrrolo[3,4-c]pyrrole-5-carboxylate